2-(4-chloro-3-fluorophenoxy)-N-(3-{[6-(2-methyl-2H-tetrazol-5-yl)pyridin-3-yl]amino}bicyclo[1.1.1]pent-1-yl)acetamide ClC1=C(C=C(OCC(=O)NC23CC(C2)(C3)NC=3C=NC(=CC3)C=3N=NN(N3)C)C=C1)F